N-[[1-[(3S)-3-(1H-1,2,4-Triazol-5-yl)pyrrolidine-1-carbonyl]azetidin-3-yl]methyl]-4-(trifluoromethyl)benzenesulfonamide N1N=CN=C1[C@@H]1CN(CC1)C(=O)N1CC(C1)CNS(=O)(=O)C1=CC=C(C=C1)C(F)(F)F